COC1=CC=C(C=N1)C=1C=C2C(=NC(=NC2=C(C1)OC1CCOCC1)N)C 6-{6-Methoxypyridin-3-yl}-4-methyl-8-((tetrahydro-2H-pyran-4-yl)oxy)quinazolin-2-amine